C(CC(C)(C)C)(=O)O neo-hexanoic acid